pyridazin-3-yl-N-(methylsulfonyl)methanesulfonamide N1=NC(=CC=C1)CS(=O)(=O)NS(=O)(=O)C